ClCC(CO)(CO)CCl 2,2-Bis(chloromethyl)-1,3-propyleneglycol